Isopropylpivaloylphenylphosphinat C(C)(C)OP(=O)(C1=CC=CC=C1)C(C(C)(C)C)=O